(R)-1-(3-(5-chloro-8-methoxy-11H-indolo[3,2-c]isoquinolin-11-yl)propyl)piperidin-3-ol ClC1=NC2=C(C3=CC=CC=C13)N(C1=CC=C(C=C12)OC)CCCN1C[C@@H](CCC1)O